N-(2-(3-(tritylthio)propanamido)ethyl)thiazole-4-carboxamide C(C1=CC=CC=C1)(C1=CC=CC=C1)(C1=CC=CC=C1)SCCC(=O)NCCNC(=O)C=1N=CSC1